IC1=NC(=CC(=N1)N1CCOCC1)N1N=C(C=C1)C=1C=C(C=CC1)C 4-(2-iodo-6-(3-(m-tolyl)-1H-pyrazol-1-yl)pyrimidin-4-yl)morpholine